COC1=CC=C(C=N1)CNC(OC(C)(C)C)=O tert-butyl ((6-methoxypyridin-3-yl)methyl)carbamate